F[C@@H]1C[C@H](N(C1)C)COC=1C=CC(=C(C(=O)O)C1)C 5-(((2S,4R)-4-fluoro-1-methylpyrrolidin-2-yl)methoxy)-2-methylbenzoic acid